S1C(=CC=C1)P([O-])(=O)C(CCCCC)CCC thiophenyl-(n-propyl-n-hexyl)phosphinate